4-iodoindole-3-formaldehyde IC1=C2C(=CNC2=CC=C1)C=O